1-(3,4-dichlorobenzyl)-4-(piperazin-1-yl)-2-(trifluoromethyl)-1H-benzo[d]imidazole ClC=1C=C(CN2C(=NC3=C2C=CC=C3N3CCNCC3)C(F)(F)F)C=CC1Cl